C(C)N1N=C(C(=C(C1=O)C)C)C=1NC2=CC=C(C=C2C1C(C)C)C1CCNCC1 2-ethyl-6-(3-isopropyl-5-(piperidin-4-yl)-1H-indol-2-yl)-4,5-dimethylpyridazin-3(2H)-one